COC1=CC=C(C=C1)C1=NOC(=N1)N1CCC(CC1)C(=O)NC[C@@H]1CN(CC1)C[C@@H]1CN(CCC1)C 1-(3-(4-Methoxyphenyl)-1,2,4-oxadiazol-5-yl)-N-(((R)-1-(((S)-1-methylpiperidin-3-yl)methyl)pyrrolidin-3-yl)methyl)piperidin-4-carboxamid